C(C)(=O)C1=C2CCCC2=C(C=C1NC(C)=O)Cl N-(4-acetyl-7-chloro-2,3-dihydro-1H-inden-5-yl)acetamide